C(C)(=O)OC\C(=C\CC\C(=C\C=C)\C)\C (2E,6E)-2,6-Dimethylnona-2,6,8-trien-1-yl acetate